(R)-7',7'-dimethyl-2',3',4',4a',5',7'-hexahydro-1'H-spiro[cyclopropane-1,6'-naphtho[1,8-cd]azepine] CC1(C=2C=CC=C3CNCC[C@H](C32)CC13CC3)C